C(C)(=O)C=1C=C(C=C2C(N(C(=NC12)C=1N=C(OC1C)C)C)=O)C 8-acetyl-2-(2,5-dimethyloxazol-4-yl)-3,6-dimethylquinazolin-4(3H)-one